ethyl-2-((1-(2-chloroacetyl)-1,2,3,4-tetrahydroquinolin-6-yl)oxy)acetamide C(C)C(C(=O)N)OC=1C=C2CCCN(C2=CC1)C(CCl)=O